methyl-8'-trifluoromethyl-5'-((triisopropylsilyl)ethynyl)spiro[indoline-3,1'-pyrrolo[3,2,1-ij]quinazoline]-2,3'(2'H)-dione CN1C(N2C3=C(C=C(C=C3C13C(NC1=CC=CC=C13)=O)C(F)(F)F)C=C2C#C[Si](C(C)C)(C(C)C)C(C)C)=O